ClC=1C(=NN(C1C(=O)F)C)CC 4-chloro-3-ethyl-1-methyl-1H-pyrazole-5-carbonyl fluoride